NC1=C(C=CC(=C1)I)NCCCO 3-((2-amino-4-iodophenyl)amino)propan-1-ol